FC1=C2C=CNC2=CC(=C1OC=1C=CC2=C(C=3N(CCC2)N=C(N3)C(C)C=3C(=C(C=CC3)CCC(=O)O)F)C1)F 3-(3-(1-(10-((4,6-difluoro-1H-indol-5-yl)oxy)-6,7-dihydro-5H-benzo[c][1,2,4]triazolo[1,5-a]azepin-2-yl)ethyl)-2-fluorophenyl)propanoic acid